O1COC2=C1C=CC=C2CNCC2=CC(=NC=C2)N2CC(CC(C2)C)C N-(1,3-benzodioxol-4-ylmethyl)-1-[2-(3,5-dimethyl-1-piperidinyl)-4-pyridinyl]methaneamine